vinyl sulfate, lithium salt [Li+].S(=O)(=O)(OC=C)[O-]